5α-ergosta-7,22-diene-3β,5,6β-triol CC(C)[C@@H](C)C=C[C@@H](C)[C@H]1CC[C@H]2C3=C[C@H]([C@]4(C[C@H](CC[C@]4(C)[C@H]3CC[C@]12C)O)O)O